piperidine-2-carboxylic acid-lithium salt [Li+].N1C(CCCC1)C(=O)[O-]